potassium trifluorophenylacetate FC1=C(C(=C(C=C1)CC(=O)[O-])F)F.[K+]